BrC1=NC(=NC2=CC=CC=C12)OC Bromo-2-methoxy-quinazoline